CO[C@H](CC(=O)OC(C)(C)C)C=O tert-butyl (R)-3-methoxy-4-oxobutanoate